O=C1NC(CCC1N1C(C2=CC=CC(=C2C1=O)N1CCC2(CCN(CC2)C(=O)OC(C)(C)C)CC1)=O)=O tert-butyl 9-(2-(2,6-dioxopiperidin-3-yl)-1,3-dioxoisoindolin-4-yl)-3,9-diazaspiro[5.5]undecane-3-carboxylate